(2Z)-2-[2-chloro-4-(dimethylamino)benzylidene]-6-hydroxy-1-benzofuran-3(2H)-one ClC1=C(\C=C\2/OC3=C(C2=O)C=CC(=C3)O)C=CC(=C1)N(C)C